N-(tert-Butoxycarbonyl)-O-ethyl-N-methyl-L-homoserine C(C)(C)(C)OC(=O)N([C@@H](CCOCC)C(=O)O)C